C(C)(=O)C1=CC(=CC2=C1OC=1C2(C(C(C(C1)=O)C(C)=O)=O)C)C 4,8-diacetyl-2,9a-dimethyl-7,9-dioxodibenzofuran